COC(N(C[C@@H]1NCCC1)C1(CCC1)C1=CC(=CC(=C1)C(F)(F)F)F)=O N-{1-[3-fluoro-5-(trifluoromethyl)phenyl]cyclobutyl}-N-{[(2R)-pyrrolidin-2-yl]methyl}carbamic acid methyl ester